C(#N)C1=C(C=C(C=C1)C(F)(F)F)N1C(N(C(C1)C#N)C1=CN=CC2=CC=CC=C12)=O 1-(2-cyano-5-(trifluoromethyl)phenyl)-3-(isoquinolin-4-yl)-2-oxoimidazoline-4-carbonitrile